C(=O)C=1C(OC2=CC(=CC=C2C1)C#N)(C)C 3-formyl-2,2-dimethyl-2H-chromen-7-carbonitrile